O1CCN(CC1)CC(C)=O morpholino-propanone